5-(3-fluoro-4-hydroxyphenyl)-1H-pyrazol FC=1C=C(C=CC1O)C1=CC=NN1